FC1(CC=CC=C1F)OC 1,6-difluoroanisole